BrC=1C=CC2=C(CN(CCO2)CC2=C(C=CC(=C2)OC(F)(F)F)F)C1 7-Bromo-4-(2-fluoro-5-(trifluoromethoxy)benzyl)-3,4-dihydrobenzo[f][1,4]oxaazepine